Cl.C(C1=CC=CC=C1)[C@@](C(=O)O)(CC1=CC=C(C=C1)OCC1=CC=CC=C1)N Benzyl-(2S)-2-amino-3-(4-benzyloxyphenyl)propionic acid hydrochloride